N-[[6-(5-methylpyrazine-2-carbonyl)-6-azaspiro[2.5]octan-2-yl]methyl]furo[2,3-c]pyridine-2-carboxamide CC=1N=CC(=NC1)C(=O)N1CCC2(C(C2)CNC(=O)C2=CC=3C(=CN=CC3)O2)CC1